ClC=1C(=NC=C(C1)F)C(=O)NC1(CCN(CC1)C1=NC=C(N=C1)C=1C=2N(C=C(C1)OCC(C)(C)O)N=CC2C#N)C 3-chloro-N-(1-(5-(3-cyano-6-(2-hydroxy-2-methylpropoxy)pyrazolo[1,5-a]pyridin-4-yl)pyrazin-2-yl)-4-methylpiperidin-4-yl)-5-fluoropicolinamide